tert-Butyl (2R,4S)-4-(methanesulfonyloxy)-2-methylpyrrolidine-1-carboxylate CS(=O)(=O)O[C@H]1C[C@H](N(C1)C(=O)OC(C)(C)C)C